ClC=1C=C2C(=NC=NC2=C(C1C=1C(=CC=C2C=NNC12)C)F)N1CCN(CC1)C(C=C)=O 1-(4-(6-chloro-8-fluoro-7-(6-methyl-1H-indazol-7-yl)quinazolin-4-yl)piperazin-1-yl)prop-2-en-1-one